6-(4-cyclopropyl-1,3-thiazole-2-carbonyl)-2-oxo-1,2,5,6,7,8-hexahydro-1,6-naphthyridine-3-carboxamide C1(CC1)C=1N=C(SC1)C(=O)N1CC=2C=C(C(NC2CC1)=O)C(=O)N